6-hydroxy-2-(methylsulfanyl)pyrimidine-4-carboxylic acid OC1=CC(=NC(=N1)SC)C(=O)O